(N-[4-amino-5-[4-[2-(2-methoxyethylamino)-2-oxo-ethoxy]benzoyl]thiazol-2-yl]-4-fluoro-anilino)propanamide NC=1N=C(SC1C(C1=CC=C(C=C1)OCC(=O)NCCOC)=O)N(C1=CC=C(C=C1)F)C(C(=O)N)C